NCC[Si](OCC)(OCC)OCC 2-Aminoethyl(triethoxysilan)